FC1=C(CNC2=NC(=NC=C2C(=O)N)NC=2C=NN(C2)C2CCC2)C(=CC=C1)F 4-((2,6-difluorobenzyl)amino)-2-((1-cyclobutyl-1H-pyrazol-4-yl)amino)pyrimidin-5-carboxamide